ClC1=C(C=C(C=C1)F)C1NC(C2=C3C(=CC(=C12)NC(C1=CC(=CC(=C1)C(F)(F)F)F)=O)NC=N3)=O N-(6-(2-chloro-5-fluorophenyl)-8-oxo-3,6,7,8-tetrahydroimidazo[4,5-e]isoindol-5-yl)-3-fluoro-5-(trifluoromethyl)benzamide